[1-(oxan-2-yl)pyrazol-4-yl](thiophen-3-yl)methanol O1C(CCCC1)N1N=CC(=C1)C(O)C1=CSC=C1